C(C)(C)(C)C=1C=C2C(=NNC2=CC1Cl)NCC=1N(C(=C(N1)Cl)C(=O)OC)[C@H]1CN(CC1)CCOC methyl (R)-2-(((5-(tert-butyl)-6-chloro-1H-indazol-3-yl)amino)methyl)-4-chloro-1-(1-(2-methoxyethyl)pyrrolidin-3-yl)-1H-imidazole-5-carboxylate